tert-butyl N-(3-[[3-(1,3-dioxoisoindol-2-yl)propyl](methyl) amino]propyl)-N-methylcarbamate O=C1N(C(C2=CC=CC=C12)=O)CCCN(CCCN(C(OC(C)(C)C)=O)C)C